bis(dodecyl-sulfanylthiocarbonyl)disulfide C(CCCCCCCCCCC)SC(=S)SSC(=S)SCCCCCCCCCCCC